(1-(4-(pentafluoro-λ6-sulfanyl)phenyl)-1H-pyrazolo[3,4-b]pyridin-3-yl)methanamine trifluoroacetate salt FC(C(=O)O)(F)F.FS(C1=CC=C(C=C1)N1N=C(C=2C1=NC=CC2)CN)(F)(F)(F)F